FC=1C=C(C=C(C1)CN1CCNCC1)NC1=NC=CC(=N1)NC1=CN=NC2=C(C=CC=C12)C N2-(3-fluoro-5-(piperazin-1-ylmethyl)phenyl)-N4-(8-methyl-cinnolin-4-yl)pyrimidine-2,4-diamine